N-methyl-4-hexadecyl-N-octadecyl-anilinium tetrakis(perfluoronaphthalen-2-yl)borate FC1=C(C(=C(C2=C(C(=C(C(=C12)F)F)F)F)F)F)[B-](C1=C(C2=C(C(=C(C(=C2C(=C1F)F)F)F)F)F)F)(C1=C(C2=C(C(=C(C(=C2C(=C1F)F)F)F)F)F)F)C1=C(C2=C(C(=C(C(=C2C(=C1F)F)F)F)F)F)F.C[NH+](C1=CC=C(C=C1)CCCCCCCCCCCCCCCC)CCCCCCCCCCCCCCCCCC